C(C)(C)(C)[Si](C1=CC=CC=C1)C1=CC=CC=C1 Tertiary butyl-diphenyl-silicon